SC=1SC(=CN1)S(=O)(=O)N sulfanyl-1,3-thiazole-5-sulfonamide